6-chloro-2-(methylthio)pyrimidin-4-amine ClC1=CC(=NC(=N1)SC)N